(t-butyl-6-methylphenyl)pentaerythritol diphosphite OP(O)OP(O)O.C(C)(C)(C)C1=C(C(=CC=C1)C)C(O)C(CO)(CO)CO